C(#N)C1=CC=C(C=C1)C1=CC=C(C=C1)OCCCCCCC(C(=O)O)=C.C(C=C)(=O)O monoacrylate (6-(4-cyanobiphenyl-4'-yloxy)hexyl acrylate)